N1(C=NC=C1)C(=O)N1CCC(CC1)=C(C#N)C1=CC=C(C=C1)Cl 2-(1-(1H-imidazole-1-carbonyl)piperidin-4-ylidene)-2-(4-chloro-phenyl)acetonitrile